(E)-3-(4-(2-(4-bromophenyl)-1,2-diphenylvinyl)phenyl)propanoic acid BrC1=CC=C(C=C1)/C(=C(\C1=CC=CC=C1)/C1=CC=C(C=C1)CCC(=O)O)/C1=CC=CC=C1